ClC1=CC2=C(S1)[C@]1(C[C@H](N[C@H](C1)C)C#C)OCC2(F)F (2'S,6'S,7S)-2-chloro-2'-ethynyl-4,4-difluoro-6'-methyl-spiro[5H-thieno[2,3-c]pyran-7,4'-piperidine]